CCCCC\C=C/C\C=C/C(CCCCCCCCCC)=O (Z,Z)-6,9-Heneicosadien-11-one